CC1=NC(=CC=N1)C1=CC=C2C=CN(C2=C1)C 2-methyl-6-(1-methyl-1H-indol-6-yl)pyrimidin